α-bromo-p-cyanocinnamaldehyde BrC(C=O)=CC1=CC=C(C=C1)C#N